7-bromo-5-nitro-2-((2-(trimethylsilyl)ethoxy)methyl)-2H-indazole BrC1=CC(=CC2=CN(N=C12)COCC[Si](C)(C)C)[N+](=O)[O-]